1-propyl-3-methylimidazolium bis((trifluoromethyl)sulfonyl)imide salt [N-](S(=O)(=O)C(F)(F)F)S(=O)(=O)C(F)(F)F.C(CC)N1C=[N+](C=C1)C